4-(4-(4-(2,6-difluorobenzyl)-5-oxo-4,5-dihydro-1H-1,2,4-triazol-1-yl)phenoxy)-N-neopentylpicolinamide FC1=C(CN2C=NN(C2=O)C2=CC=C(OC3=CC(=NC=C3)C(=O)NCC(C)(C)C)C=C2)C(=CC=C1)F